5-(2-cyclopropyl-5-fluoropyridin-4-yl)-1-{[2-(trimethylsilyl)ethoxy]Methyl}pyrazole-3-carboxylic acid C1(CC1)C1=NC=C(C(=C1)C1=CC(=NN1COCC[Si](C)(C)C)C(=O)O)F